FC(OC1=CC=C(C=C1)N1N=C(N=C1)C1=CC2=C(N=C(S2)N)C=C1)(F)F 6-[1-[4-(trifluoromethoxy)phenyl]-1,2,4-triazol-3-yl]-1,3-benzothiazol-2-amine